OC[C@H](C(=O)OC(C)(C)C)C(C)C tert-butyl (R)-2-(hydroxymethyl)-3-methylbutanoate